FC(C=1C=C(C=C(C1)C(F)(F)F)C1=CC=2C3=C(C=NC2C=C1)N=C(N3C3=CC=C(C=C3)OC)C)(F)F 8-(3,5-bis(trifluoromethyl)phenyl)-1-(4-methoxyphenyl)-2-methyl-1H-imidazo[4,5-c]quinoline